C1(CC1)C=1C=C(N=NC1C1=C(C=C(C=C1)C=O)OCOCC)N[C@H]1CNCCC1 (R)-3-((5-cyclopropyl-6-(2-(ethoxymethoxy)-4-formylphenyl)pyridazin-3-yl)amino)piperidin